C1(=CC=CC=C1)N(C1=CC=C(C=C1)C1=C(NC(=C1)C1=CC=CC=C1)\N=C\1/N=C(C=C1C1=CC=C(N(C2=CC=CC=C2)C2=CC=CC=C2)C=C1)C1=CC=CC=C1)C1=CC=CC=C1 (Z)-4-(2-((3-(4-(diphenylamino)phenyl)-5-phenyl-1H-pyrrol-2-yl)imino)-5-phenyl-2H-pyrrol-3-yl)-N,N-diphenylaniline